N-((2,6-dihydroxy-3'-methyl-4-pentyl-[1,1'-biphenyl]-3-yl)methyl)azetidine-1-carboxamide OC1=C(C(=CC(=C1CNC(=O)N1CCC1)CCCCC)O)C1=CC(=CC=C1)C